C[C@H](CC)O[C@@H](CN1C(N(C(C2=C1SC(=C2C)C(=O)OCC)=O)C(C(=O)O)(C)C)=O)C2=CC=CC=C2 2-[1-[(2R)-2-[(2R)-but-2-yloxy]-2-phenylethyl]-6-(ethoxycarbonyl)-5-methyl-2,4-dioxo-1H,2H,3H,4H-thieno[2,3-d]pyrimidin-3-yl]-2-methylpropanoic acid